C(CCC)C(C(=O)OCC(COC(CCC(OCCCCCCCC)OCCCCCCCC)=O)COC(=O)OC1=CC=C(C=C1)[N+](=O)[O-])CCCCCC 3-((4,4-bis(octyloxy)butanoyl)oxy)-2-((((4-nitrophenoxy)carbonyl)oxy)methyl)propyl 2-butyloctanoate